(1R,3R,4R)-2-((3-chlorophenyl)-L-leucyl)-N-((S)-1-cyano-2-((S)-2-oxopiperidin-3-yl)ethyl)-5,5-difluoro-2-azabicyclo[2.2.2]octane-3-carboxamide ClC=1C=C(C=CC1)N[C@@H](CC(C)C)C(=O)N1[C@H]2CC([C@@H]([C@@H]1C(=O)N[C@@H](C[C@H]1C(NCCC1)=O)C#N)CC2)(F)F